C(C)(=O)C1=NC=C(C2=C1C=CS2)C(=O)OC methyl 4-acetyl-thieno[3,2-c]pyridine-7-carboxylate